TETRAHYDROPYRANYL-AMINO-PYRROLOPYRIMIDINON O1C(CCCC1)C1=CC=2C(C(=NC(N2)=O)N)=N1